ClC=1C=C(C=C(C1)OC1CCC(CC1)C(F)(F)F)C1=CNC2=C1C(=NC=C2)C(F)(F)F 3-(3-chloro-5-{[(1r,4r)-4-(trifluoromethyl)cyclohexyl]-oxy}phenyl)-4-(trifluoromethyl)-1H-pyrrolo[3,2-c]pyridine